ClC1=C(C=C(OCC(=O)NC23CC(C2)(C3)C=O)C=C1)F 2-(4-chloro-3-fluorophenoxy)-N-(3-formylbicyclo[1.1.1]pent-1-yl)acetamide